ClC1=CC(=C(C=C1Cl)C(NC(C(F)(F)F)=O)C1CCN(CC1)S(=O)(=O)C)OCC=C N-[[4,5-dichloro-2-(prop-2-en-1-yloxy)phenyl](1-methanesulfonylpiperidin-4-yl)methyl]-2,2,2-trifluoroacetamide